[Na].N1=C(Cl)N=C(Cl)N=C1Cl cyanuric chloride, monosodium salt